(1R,3S,5R)-N-(6-bromo-3-methylpyridin-2-yl)-5-methyl-2-(2-(5-(2-methylpyrimidin-5-yl)-3-(methylsulfonyl)-1H-pyrazolo[3,4-c]pyridin-1-yl)acetyl)-2-azabicyclo[3.1.0]hexane-3-carboxamide BrC1=CC=C(C(=N1)NC(=O)[C@H]1N([C@@H]2C[C@@]2(C1)C)C(CN1N=C(C=2C1=CN=C(C2)C=2C=NC(=NC2)C)S(=O)(=O)C)=O)C